OC1(CCC(CC1)N1C(CC(CC1)C(=O)N)(C)C)C(F)(F)F ((1r,4R)-4-hydroxy-4-(trifluoromethyl)cyclohexyl)-2,2-dimethylpiperidine-4-carboxamide